(R)-8-(4,4-difluorocyclohex-1-en-1-yl)-N-(1-hydroxyprop-2-yl)quinoline-3-carboxamide HCl Cl.FC1(CC=C(CC1)C=1C=CC=C2C=C(C=NC12)C(=O)N[C@@H](CO)C)F